C(CCCCCCC)C1=NOC(=N1)CC(C(=O)OCC(=O)OC(C)(C)C)=C 2-(tert-butoxy)-2-oxoethyl 2-((3-octyl-1,2,4-oxadiazol-5-yl)methyl)acrylate